tert-butyl 2-amino-4-methyl-6,7-dihydrothiazolo[4,5-c]pyridine-5(4H)-carboxylate NC=1SC2=C(C(N(CC2)C(=O)OC(C)(C)C)C)N1